C(C)(C)(C)C1=C(C=CC(=C1)Br)Cl 2-t-butyl-4-bromo-1-chlorobenzene